CO[Si](CCCNC(=N)N(C)C)(C)C N-[3-(methoxydimethylsilyl)propyl]-N',N'-dimethylguanidine